C12(CCC(CC1)C2)NC(C2=CN=CC(=C2N2CC1(CCCN1)CC2)C2=CC(=CC(=C2)F)F)=O N-1-norbornanyl-4-(1,7-diaza-7-spiro[4.4]nonyl)-5-(3,5-difluorophenyl)nicotinamide